CC1(CC(C1)NC1=NN2C(C=N1)=C(C=C2)C=2C=C1N=CC=NC1=CC2)NC 1,N1-dimethyl-N3-(5-(quinoxalin-6-yl)pyrrolo[2,1-f][1,2,4]triazin-2-yl)cyclobutane-1,3-diamine